3-(6-chloropyrimidin-4-yl)-6-(difluoromethyl)imidazo[1,2-b]pyridazine ClC1=CC(=NC=N1)C1=CN=C2N1N=C(C=C2)C(F)F